(2-(2H-1,2,3-triazol-2-yl)phenyl)((1S,4R,6R)-6-((3-fluoro-5-(trifluoromethyl)pyridin-2-yl)oxy)-2-azabicyclo[2.2.1]heptan-2-yl)methanone N=1N(N=CC1)C1=C(C=CC=C1)C(=O)N1[C@@H]2[C@@H](C[C@H](C1)C2)OC2=NC=C(C=C2F)C(F)(F)F